(7S,13R)-13-(difluoromethyl)-9-(2,6-difluorophenyl)-4,7-dimethyl-16-thia-2,3,5,8-tetrazatetracyclo[8.6.0.02,6.011,15]hexadeca-1(10),3,5,8,11(15)-pentaene FC([C@@H]1CC=2C=3C(=N[C@H](C4=NC(=NN4C3SC2C1)C)C)C1=C(C=CC=C1F)F)F